N-(2-(cyclohex-1-en-1-yl)ethyl)-1-naphthamide C1(=CCCCC1)CCNC(=O)C1=CC=CC2=CC=CC=C12